C1(CC1)CNCC1=CC(=NC(=C1)C)N1C(C2=CC(=CC=C2C1)C1(COC1)CC1=NN=CN1C)=O 2-(4-(((Cyclopropylmethyl)amino)methyl)-6-methylpyridin-2-yl)-6-(3-((4-methyl-4H-1,2,4-triazol-3-yl)methyl)oxetan-3-yl)isoindolin-1-one